methyl 6-oxo-6,7,8,9-tetrahydro-5H-cyclopenta[c][1,6]naphthyridine-3-carboxylate O=C1NC2=CC(=NC=C2C2=C1CCC2)C(=O)OC